C1(CC1)NCC1=NC(=CC2=C1CNC2=O)N(C)C(C)C 4-((Cyclopropylamino)methyl)-6-(isopropyl-(methyl)amino)-2,3-dihydro-1H-pyrrolo[3,4-c]pyridin-1-one